C(=O)O.FC1(CN(CC1)C1=NC=CC(=C1NC(=O)C=1C=NC(=NC1)C(C)C)C=1C=C2C=NNC2=CC1)F N-(2-(3,3-difluoropyrrolidin-1-yl)-4-(1H-indazol-5-yl)pyridin-3-yl)-2-isopropylpyrimidine-5-carboxamide formate salt